C(C1=CC=CC=C1)OC=1C=C(C2=C(OC(OC2=O)(C)C)C1)\C=C\C1=CC=C(C=C1)F (E)-7-benzyloxy-5-(4-fluoro-styryl)-2,2-dimethyl-4H-benzo[d][1,3]dioxin-4-one